C(C)(C)(C)C=1C=C(C(=O)C2=C(C#N)C=CC=C2)C=C(C1O)C(C)(C)C (3,5-di-tert-butyl-4-hydroxybenzoyl)benzonitrile